(R)-6-(2,3-dihydroxypropoxy)-4-(6-(piperazin-1-yl)pyridin-3-yl)pyrazolo[1,5-a]pyridine-3-carbonitrile dihydrochloride Cl.Cl.O[C@@H](COC=1C=C(C=2N(C1)N=CC2C#N)C=2C=NC(=CC2)N2CCNCC2)CO